NC=1C(=CC(=NC1)N1[C@@H]2CN([C@H](C1)C2)C(=O)OC(C)(C)C)C(=O)O 5-amino-2-[(1S,4S)-5-tert-butoxycarbonyl-2,5-diazabicyclo[2.2.1]heptan-2-yl]pyridine-4-carboxylic acid